(4,4,9,9,9-pentafluoro-7-methyl-8-oxo-2,7-diazanon-2-yl)methanoic acid-2-methylpropan-2-yl ester CC(C)(C)OC(=O)N(C)CC(CCN(C(C(F)(F)F)=O)C)(F)F